3-(fluoro-methyl)piperidin-3-ol hydrochloride Cl.FCC1(CNCCC1)O